4-(5-amino-1H-pyrazol-3-yl)tetrahydro-2H-thiopyran 1,1-dioxide NC1=CC(=NN1)C1CCS(CC1)(=O)=O